CN1C(NC2=C(C1=O)C=NN2)=O 5-methyl-1h,4h,5h,6h,7h-pyrazolo[3,4-d]Pyrimidine-4,6-dione